OCC#CC1=CC=C(C=N1)OC1CC(C1)OC1=CC=C(C=N1)C=1C=CC=2C3=C(N(C2C1)C(=O)OC(C)(C)C)C=CN=C3 tert-butyl 7-(6-((1r,3r)-3-((6-(3-hydroxypropan-1-yn-1-yl) pyridin-3-yl) oxy) cyclobutoxy) pyridin-3-yl)-5H-pyrido[4,3-b]indole-5-carboxylate